2-((3R,6S)-3-((2-(6-((bis(pyridin-2-ylmethyl)amino)methyl)nicotinamido)ethyl)thio)-2-hydroxy-1,2-oxaborinan-6-yl)acetic acid N1=C(C=CC=C1)CN(CC1=NC=CC=C1)CC1=NC=C(C(=O)NCCS[C@@H]2B(O[C@@H](CC2)CC(=O)O)O)C=C1